[Bi].N1=C(C=CC=C1C(=O)N)C(=O)N pyridine-2,6-dicarboxamide bismuth